ClC1=CC=C(C=C1)NC(C1=C(C=CC(=C1)[N+](=O)[O-])SC1=NN=NN1C)=O N-(4-chloro-phenyl)-2-(1-methyl-1H-tetrazol-5-ylsulfanyl)-5-nitro-benzamide